CC1=C(OC2=C(C=C(C=C2C1=O)C)[C@@H](C)NC=1C(=NC=CC1)C(=O)NS(=O)(=O)C)C1=CC=CC=C1 3-[[(1R)-1-(3,6-Dimethyl-4-oxo-2-phenyl-chromen-8-yl)ethyl]amino]-N-methylsulfonyl-pyridine-2-carboxamide